6-(4-cyclopropyl-6-methoxypyrimidin-5-yl)-1-(1-(4-(1-(2-fluoroethyl)-4-(trifluoromethyl)-1H-imidazol-2-yl)-3-methoxyphenyl)ethyl)-1H-pyrazolo[3,4-d]pyrimidine C1(CC1)C1=NC=NC(=C1C1=NC=C2C(=N1)N(N=C2)C(C)C2=CC(=C(C=C2)C=2N(C=C(N2)C(F)(F)F)CCF)OC)OC